7-Chloro-3-ethyl-2-(hydroxy-diphenylmethyl)-imidazo[1,2-a]pyridine-6-carboxylic acid (1-ethyl-1H-[1,2,4]triazol-3-yl)-amide C(C)N1N=C(N=C1)NC(=O)C=1C(=CC=2N(C1)C(=C(N2)C(C2=CC=CC=C2)(C2=CC=CC=C2)O)CC)Cl